(3R,5S)-5-((benzoyloxy)methyl)-4-methylenetetrahydrofuran-2,3-diacetic acid diacetate C(C)(=O)O.C(C)(=O)O.C(C1=CC=CC=C1)(=O)OC[C@@H]1C([C@H](C(O1)CC(=O)O)CC(=O)O)=C